N[C@H]1C[C@H](CCC1)C(=O)O |r| (+/-)-cis-3-aminocyclohexanecarboxylic acid